tert-butyl-4-carbamoyl-4-(1-(3,4-difluoro-5-(methoxymethoxy)phenyl)-1H-indazol-5-yl)piperidine-1-carboxylate C(C)(C)(C)OC(=O)N1CCC(CC1)(C=1C=C2C=NN(C2=CC1)C1=CC(=C(C(=C1)OCOC)F)F)C(N)=O